(S)-N-cyclopropyl-2-fluoro-5-(6-((1-hydroxypropan-2-yl)amino)-5-(2-methylthiazol-5-yl)pyridin-3-yl)-4-methylbenzamide C1(CC1)NC(C1=C(C=C(C(=C1)C=1C=NC(=C(C1)C1=CN=C(S1)C)N[C@H](CO)C)C)F)=O